N-[(3-fluoro-1H-indazol-5-yl)methyl]-1-[5-(5-fluoro-2-methylpyridin-4-yl)-1H-pyrazole-3-carbonyl]piperidine-4-carboxamide FC1=NNC2=CC=C(C=C12)CNC(=O)C1CCN(CC1)C(=O)C1=NNC(=C1)C1=CC(=NC=C1F)C